ethylamino-1,3,5-triazine-2-thione-4-thiol sodium [Na].C(C)NC1=NC(=NC(N1)=S)S